5-methyl-1H-pyrazolo[3,4-d]pyrimidin-4(5H)-one CN1C=NC2=C(C1=O)C=NN2